C(#N)C1=C(OC=2C=C3C(N(C=NC3=CC2)C2CCN(CC2)C(=O)OC(C)(C)C)=O)C(=CC=C1NS(=O)(=O)N1C[C@@H](CC1)F)F tert-butyl 4-[6-[2-cyano-6-fluoro-3-[[(3R)-3-fluoropyrrolidin-1-yl]sulfonylamino]phenoxy]-4-oxo-quinazolin-3-yl]piperidine-1-carboxylate